BrC1=C(C=CC(=C1)OC)NC(=O)C1CC1 N-(2-bromo-4-methoxyphenyl)cyclopropanecarboxamide